3-amino-5,6-dimethoxy-pyridine-2-carboxamide NC=1C(=NC(=C(C1)OC)OC)C(=O)N